N-methyl-1,3-benzodioxol-butylamine CNCCCCC1OC2=C(O1)C=CC=C2